O(C1=CC=CC=C1)CC1=CC=C(OC2CN(C2)C=2C(=C(C(=O)OC)C=CC2)N2C=CC=C2)C=C1 Methyl 3-(3-(4-(phenoxymethyl)phenoxy)azetidin-1-yl)-2-(1H-pyrrol-1-yl)benzoate